(2R,3R,4S,5R)-3,4-dihydroxy-5-(((hydroxy(phosphonooxy)phosphoryl)oxy)methyl)tetrahydrofuran O[C@@H]1CO[C@@H]([C@H]1O)COP(=O)(OP(=O)(O)O)O